2-(2-(3-hydroxycyclopentyl)ethyl)-7-(2-(2,2,2-trifluoroethoxy)phenyl)isoindolin-1-one ETHYLGALLAT C(C)C1=C(C(=O)O)C=C(C(=C1O)O)O.OC1CC(CC1)CCN1C(C2=C(C=CC=C2C1)C1=C(C=CC=C1)OCC(F)(F)F)=O